C(CCCCCCCCC(=O)OC1=C2C(OCC2=C(C(=C1C\C=C(\CCC(=O)OC)/C)OC)C)=O)(=O)OC(COC(CCCCCCC\C=C/CCCCCCCC)=O)COC(CCCCCCC\C=C/CCCCCCCC)=O 1-(1,3-bis(oleoyloxy)propan-2-yl) 10-(6-methoxy-5-((E)-6-methoxy-3-methyl-6-oxohex-2-en-1-yl)-7-methyl-3-oxo-1,3-dihydroisobenzofuran-4-yl) decanedioate